S(N)(=O)(=O)C=1C=C(C2=C(N=C(O2)N2CC3CCC(C2)N3C(=O)OC(C)(C)C)C1)C=1SC=CN1 tert-Butyl 3-(5-sulfamoyl-7-(thiazol-2-yl)benzo[d]oxazol-2-yl)-3,8-diazabicyclo[3.2.1]octane-8-carboxylate